5-bromo-7-methyl-3-(piperidin-1-yl)quinoxaline-2-carbonitrile BrC1=C2N=C(C(=NC2=CC(=C1)C)C#N)N1CCCCC1